2-(3-bromo-5-(trifluoromethoxy)phenoxy)ethanol BrC=1C=C(OCCO)C=C(C1)OC(F)(F)F